BrC1=CC2=CN(N=C2C=C1F)CCO 2-(5-Bromo-6-fluoro-indazol-2-yl)ethanol